(7R)-1'-[7-(2-chloro-3-fluoro-phenyl)-6-methyl-pyrazolo[1,5-a]pyrazin-4-yl]-2-methoxy-spiro[5,7-dihydrocyclopenta[b]pyridine-6,4'-piperidine]-7-amine ClC1=C(C=CC=C1F)C1=C(N=C(C=2N1N=CC2)N2CCC1(CC2)CC=2C(=NC(=CC2)OC)[C@@H]1N)C